3-(2,3-Dimethoxyphenyl)-7-isopropyl-1H-indole-2-carboxylic acid COC1=C(C=CC=C1OC)C1=C(NC2=C(C=CC=C12)C(C)C)C(=O)O